ClC=1C=CC(=NC1)C1(CC1)C=1C=C2C(=CC=NC2=CC1)C(=O)OC methyl 6-(1-(5-chloropyridin-2-yl)cyclopropyl)quinoline-4-carboxylate